4-methyl-1,2,5-oxadiazole-3-carbonyl chloride CC=1C(=NON1)C(=O)Cl